N-((1H-benzo[d]imidazol-2-yl)sulfonyl)-2,6-dihydroxy-5'-methyl-4-pentyl-2'-(prop-1-en-2-yl)-[1,1'-biphenyl]-3-carboxamide N1C(=NC2=C1C=CC=C2)S(=O)(=O)NC(=O)C=2C(=C(C(=CC2CCCCC)O)C2=C(C=CC(=C2)C)C(=C)C)O